CC1=C(NC(=C1C(=O)N2CCC[C@@H]2CN3CCCC3)C)/C=C\4/C5=C(C=CC(=C5)S(=O)(=O)CC6=C(C=CC=C6Cl)Cl)NC4=O (3Z)-5-[[(2,6-dichlorophenyl)methyl]sulfonyl]-3-[[3,5-dimethyl-4-[[(2R)-2-(1-pyrrolidinylmethyl)-1-pyrrolidinyl]carbonyl]-1H-pyrrol-2-yl]methylene]-1,3-dihydro-2H-indol-2-one